CN(C1=CC=CC=C1)CCC(=C)C1=CC=CC=C1 N-methyl-N-(3-phenylbut-3-en-1-yl)aniline